ClC1=C(C=CC=C1)CC(=O)NC1=CC(=C2C=CNC(C2=C1)=O)S(N)(=O)=O 2-(2-chlorophenyl)-N-(1-oxo-5-sulfamoyl-1,2-dihydroisoquinolin-7-yl)acetamide